C(C)OC(C(C1=CC=CC=C1)NCCC1=C(C=C(C=C1F)C#N)F)=O 2-((4-cyano-2,6-difluorophenethyl)amino)-2-phenylacetic acid ethyl ester